1,8,9-anthracenetriol C1(=CC=CC2=CC3=CC=CC(=C3C(=C12)O)O)O